(S)-7-(azetidin-3-ylmethyl)-2-(pent-2-yloxy)imidazo[2,1-f][1,2,4]triazin-4-amine N1CC(C1)CC1=CN=C2C(=NC(=NN21)O[C@@H](C)CCC)N